4-(3-(3-bromo-2-methylphenoxy)-1,1-difluoropropyl)piperidine BrC=1C(=C(OCCC(F)(F)C2CCNCC2)C=CC1)C